CCCCCCCCCCCCCCCCOC[C@H](COP(=O)(O)OC[C@H](CO)O)OC(=O)CCCCCCCCC/C=C\C/C=C\CCCCC 1-hexadecyl-2-(11Z,14Z-eicosadienoyl)-glycero-3-phospho-(1'-sn-glycerol)